1-(3-phenylpropyl)-1H-pyrrole C1(=CC=CC=C1)CCCN1C=CC=C1